(3-((1R,4R)-4-((Dimethylamino)methyl)-cyclohexyl)-1,2,3-oxadiazol-3-ium-5-yl)((3-((R)-2-phenylpropanamido)-5-(trifluoromethyl)-phenyl)carbamoyl)amide CN(C)CC1CCC(CC1)[N+]1=NOC(=C1)[N-]C(NC1=CC(=CC(=C1)C(F)(F)F)NC([C@H](C)C1=CC=CC=C1)=O)=O